C1(CC1)C=1N=CN2C1CN(CC1=C2C=C(C(=C1)F)C(=O)NC1=NC(=CC=C1)C1=NN=CN1C(C)C)CC1=CC(=CC=C1)F 3-cyclopropyl-8-fluoro-5-(3-fluorobenzyl)-N-[6-(4-isopropyl-4H-1,2,4-triazol-3-yl)pyridin-2-yl]-5,6-dihydro-4H-benzo[f]imidazo[1,5-a][1,4]diazepine-9-carboxamide